BrC=1C=C(C(=O)OC)C=C(C1C)C(F)(F)F methyl 3-bromo-4-methyl-5-trifluoromethylbenzoate